dimethyl 2-(2-bromo-4,5-difluorobenzylidene)succinate BrC1=C(C=C(C(=O)OC)CC(=O)OC)C=C(C(=C1)F)F